2-(3-chloro-5-(nicotinoyloxy)benzylidene-amino)-3-methylbutanoic acid ClC=1C=C(C=NC(C(=O)O)C(C)C)C=C(C1)OC(C1=CN=CC=C1)=O